ClC1=C(C=CC=C1NC(=O)C=1N(C2=C(CN(CC2)C)N1)C)C1=C(C(=CC=C1)NC(C1=NC=C(C(=C1)OC)CNCC#C)=O)C N-(2-chloro-3'-(4-methoxy-5-((prop-2-yn-1-ylamino)methyl)picolinamido)-2'-methyl-[1,1'-biphenyl]-3-yl)-1,5-dimethyl-4,5,6,7-tetrahydro-1H-imidazo[4,5-c]pyridine-2-carboxamide